3-(5-((3-(3-((4-((8-cyclopentyl-7-oxo-7,8-dihydropyrido[2,3-d]pyrimidin-2-yl)amino)piperidin-1-yl)-sulfonyl)-phenoxy)azetidin-1-yl)methyl)-1-oxoisoindolin-2-yl)piperidine-2,6-dione C1(CCCC1)N1C(C=CC2=C1N=C(N=C2)NC2CCN(CC2)S(=O)(=O)C=2C=C(OC1CN(C1)CC=1C=C3CN(C(C3=CC1)=O)C1C(NC(CC1)=O)=O)C=CC2)=O